4,4'-Dimethoxy-2'-(methylazoxyformyl)-[1,1'-biphenyl]-2-carboxylic acid COC=1C=C(C(=CC1)C1=C(C=C(C=C1)OC)C(=O)N=[N+]([O-])C)C(=O)O